C(C)OC(CN(C)C1=CC(=CC=C1)C#N)=O 2-((3-cyanophenyl)(methyl)amino)acetic acid ethyl ester